CC1=C(C(OC1C)=O)O 4,5-Dimethyl-3-hydroxy-2,5-dihydrofuran-2-on